6-[(2R,3S)-2-amino-3-methylpentyl]-2-chloro-N-[(furan-2-yl)methyl]-7H-pyrrolo[2,3-d]pyrimidin-4-amine hydrochloride Cl.N[C@H](CC1=CC2=C(N=C(N=C2NCC=2OC=CC2)Cl)N1)[C@H](CC)C